(S)-2-(2-chloropyridin-4-yl)butan-2-ol ClC1=NC=CC(=C1)[C@](C)(CC)O